C(C)OC(C(C(CCO)O)N(NC(=O)[O-])C(=O)OC(C)(C)C)=O tert-butyl 1-(1-ethoxy-3,5-dihydroxy-1-oxopentan-2-yl)hydrazine-1,2-dicarboxylate